(Z)-N-(4-benzoylphenyl)-2-cyano-3-hydroxy-3-(5-methylisoxazol-4-yl)prop-2-enamide C(C1=CC=CC=C1)(=O)C1=CC=C(C=C1)NC(\C(=C(\C=1C=NOC1C)/O)\C#N)=O